Cl.C(C)N(CCNC(=O)C1=C(NC(=C1C)\C=C\1/C(N(C2=CC=C(C=C12)F)C(=O)N1CCNCC1)=O)C)CC (Z)-N-(2-(diethylamino)ethyl)-5-((5-fluoro-2-oxo-1-(piperazine-1-carbonyl)indol-3-ylidene)methyl)-2,4-dimethyl-1H-pyrrole-3-carboxamide hydrochloride